lithium perchlorate, lithium salt [Li+].Cl(=O)(=O)(=O)[O-].[Li+].Cl(=O)(=O)(=O)[O-]